C(C)(C)(C)NS(=O)(=O)C=1C=C(C=CC1)NC(=O)C1=NC=C(N=C1N1CCC(CC1)C)NC(CO)(C)C N-(3-(N-(tert-Butyl)sulfamoyl)phenyl)-5-((1-hydroxy-2-methylpropan-2-yl)amino)-3-(4-methylpiperidin-1-yl)pyrazine-2-carboxamide